C(C)OC(=O)C=1C=NN2C1N=C(C=C2C)N2CCCCC2 7-methyl-5-(piperidin-1-yl)pyrazolo[1,5-a]Pyrimidine-3-carboxylic acid ethyl ester